ClC1=CC=CC(=N1)C(CNC(=O)C1=CC(=NO1)C1=NC=C(C=C1F)F)(C)C=1C=NN(C1C)C N-[2-(6-chloro-2-pyridyl)-2-(1,5-dimethylpyrazol-4-yl)propyl]-3-(3,5-difluoro-2-pyridyl)isoxazole-5-carboxamide